tert-Butyl 5-(2,3-dihydro-1H-inden-4-yl)-6-ethoxy-3-iodo-1H-pyrazolo[4,3-b]pyridine-1-carboxylate C1CCC2=C(C=CC=C12)C1=C(C=C2C(=N1)C(=NN2C(=O)OC(C)(C)C)I)OCC